3-(p-chloro-phenyl)-2-pyrazolin ClC1=CC=C(C=C1)C1=NNCC1